2,4,6-tri(3-chloropropyl)-2,4,6-trimethyl-cyclotrisiloxane ClCCC[Si]1(O[Si](O[Si](O1)(C)CCCCl)(C)CCCCl)C